pentaethylene glycol ethylheptyl ether C(C)C(CCCCCC)OCCOCCOCCOCCOCCO